Cl.[C@H]12CC(C[C@H](CC1)N2)CO (1R,3r,5S)-8-Azabicyclo-[3.2.1]octan-3-ylmethanol hydrochloride